C(CCCCCCCCCCC)OC(C(C)N(C)C)=O dodecyl-2-(dimethylamino)propionate